tert-butyl N-(benzyloxycarbonylamino)-N-[(2-oxopyrrolidin-3-yl)methyl]carbamate C(C1=CC=CC=C1)OC(=O)NN(C(OC(C)(C)C)=O)CC1C(NCC1)=O